C(C)(C)(C)OC(=O)NC1CC(C1)C(=O)O 3-(tert-butoxycarbonylamino)cyclobutanecarboxylic acid